1-[2-[2-chloro-6-cyano-4-[1-methyl-1-[4-[(2-methylsulfanylpyrimidin-4-yl)methoxy]phenyl]ethyl]phenoxy]ethyl]-3-[[2-(2,6-dioxo-3-piperidyl)-1-oxo-isoindolin-5-yl]methyl]-1-methyl-urea ClC1=C(OCCN(C(=O)NCC=2C=C3CN(C(C3=CC2)=O)C2C(NC(CC2)=O)=O)C)C(=CC(=C1)C(C)(C1=CC=C(C=C1)OCC1=NC(=NC=C1)SC)C)C#N